6-(3-hydroxyphenyl)indolin-2-one tert-butyl-(3-(5-(8-(7-acetyl-3-ethyl-5,6,7,8-tetrahydroimidazo[1,5-a]pyrazin-1-yl)isoquinolin-3-yl)pyridin-2-yl)oxetan-3-yl)carbamate C(C)(C)(C)N(C(O)=O)C1(COC1)C1=NC=C(C=C1)C=1N=CC2=C(C=CC=C2C1)C=1N=C(N2C1CN(CC2)C(C)=O)CC.OC=2C=C(C=CC2)C2=CC=C1CC(NC1=C2)=O